O=C1NC(CCC1N1C(C2=CC=CC(=C2C1=O)NCCOCCOC(C(=O)N)C)=O)=O 2-(2-[[(2-(2,6-dioxopiperidin-3-yl)-1,3-dioxoisoindol-4-yl)amino]ethoxy]ethoxy)propanamide